(2H5)ethyl (2S)-2-((2S)-3-{4-[bis(2-chloroethyl)amino]phenyl}-2-{[(tert-butoxy)carbonyl]-amino}propanamido)-3-(4-fluorophenyl)propanoate ClCCN(C1=CC=C(C=C1)C[C@@H](C(=O)N[C@H](C(=O)OC(C([2H])([2H])[2H])([2H])[2H])CC1=CC=C(C=C1)F)NC(=O)OC(C)(C)C)CCCl